C(C)(C)(C)C=1C=C(C=C(C1O)C)CCC(=O)OCCOCCOCCOC(CCC1=CC(=C(C(=C1)C)O)C(C)(C)C)=O triethyleneglycol bis{3-(3-t-butyl-4-hydroxy-5-methylphenyl)propionate}